NC([C@H](CCC(=O)OC(C)(C)C)N1C(C2=CC=C(C=C2C1)C[C@@H]1[C@H](CCC(C1)C)NC(=O)OC(C)(C)C)=O)=O tert-butyl (4S)-5-amino-4-(5-(((1R,2S)-2-((tert-butoxycarbonyl) amino)-5-methylcyclohexyl)methyl)-1-oxoisoindolin-2-yl)-5-oxopentanoate